NC1=CC=C(C=C1)CCC[Si](OC)(OC)OC 3-(4-aminophenyl)propyl-trimethoxysilane